(2R,3R,4S,5S,6S)-2-((8-Chloroquinolin-2-yl)(2,3-dihydrobenzo[b][1,4]dioxin-6-yl)amino)-6-(methoxycarbonyl)tetrahydro-2H-pyran-3,4,5-triyl triacetate C(C)(=O)O[C@H]1[C@@H](O[C@@H]([C@H]([C@@H]1OC(C)=O)OC(C)=O)C(=O)OC)N(C1=CC2=C(OCCO2)C=C1)C1=NC2=C(C=CC=C2C=C1)Cl